C(#N)C=1C=NC(=NC1)N[C@H]1CN(C[C@@H](C1)O)C1=NC2=C(N1C)C=C(C(=C2)NC(C=C)=O)C N-(2-((3R,5R)-3-((5-Cyanopyrimidin-2-yl)amino)-5-hydroxypiperidin-1-yl)-1,6-dimethyl-1H-benzo[d]imidazol-5-yl)acrylamide